ClC=1C(=NC(=NC1)NC1=C(C=CC(=C1)OC)C)NC=1C=NC(=CC1)OC 5-Chloro-N2-(5-methoxy-2-methylphenyl)-N4-(6-methoxypyridin-3-yl)pyrimidine-2,4-diamine